NC1=NC=CC=C1C1=NC=2C(=NC(=CC2)C2=C(C=CC=C2)F)N1C1=CC=C(CN2CCC(CC2)NC2=CC(=NC=N2)C#N)C=C1 6-((1-(4-(2-(2-Aminopyridin-3-yl)-5-(2-fluorophenyl)-3H-imidazo[4,5-b]pyridin-3-yl)benzyl)piperidin-4-yl)amino)pyrimidine-4-carbonitrile